1-Nonyl-2-ethylpyridinium chlorid tert-butyl-2-((6-methoxypyridin-3-yl)methyl)-2,7-diazaspiro[3.5]nonane-7-carboxylate C(C)(C)(C)OC(=O)N1CCC2(CN(C2)CC=2C=NC(=CC2)OC)CC1.[Cl-].C(CCCCCCCC)[N+]1=C(C=CC=C1)CC